2,6-Dichloro-1,5-naphthyridine ClC1=NC2=CC=C(N=C2C=C1)Cl